ClC=1C(=C(C=CC1F)N(C(=O)[C@H]1NC(N(C1)C(=O)OC(C)(C)C)=O)C1CC1)F (S)-tert-butyl 4-((3-chloro-2,4-difluorophenyl)(cyclopropyl)carbamoyl)-2-oxoimidazolidine-1-carboxylate